6-(γ,γ-dimethyl-allylamino)-purine (1R,3S)-3-(3-{[(4-fluorophenyl)acetyl]amino}-1H-pyrazol-5-yl)cyclopentyl(2,2-difluoroethyl)carbamate FC1=CC=C(C=C1)CC(=O)NC1=NNC(=C1)[C@@H]1C[C@@H](CC1)N(C(O)=O)CC(F)F.CC(=CCNC1=C2NC=NC2=NC=N1)C